5-(2-cyanoethyl)picolinic acid C(#N)CCC=1C=CC(=NC1)C(=O)O